4-AMINO-2-METHYLPYRIMIDINE-5-CARBALDEHYDE NC1=NC(=NC=C1C=O)C